2-(phosphonomethyl)-glutaric acid P(=O)(O)(O)CC(C(=O)O)CCC(=O)O